N1=C(C=CC=C1)CNCC1=CC=C(C=C1)CNC=1C=CC=C2CCCNC12 N-(2-pyridinylmethyl)-N'-(1,2,3,4-tetrahydro-8-quinolinyl)-1,4-benzenedimethanamine